2-(bromomethyl)thiophene BrCC=1SC=CC1